3-[9-(4,6-diphenyl-1,3,5-triazine-2-yl)-2-dibenzofuranyl]-9-phenyl-9H-carbazole C1(=CC=CC=C1)C1=NC(=NC(=N1)C1=CC=CC=C1)C1=CC=CC2=C1C1=C(O2)C=CC(=C1)C=1C=CC=2N(C3=CC=CC=C3C2C1)C1=CC=CC=C1